N-cyclopentyl-1,1-bis(3-(tributylsilyl)phenyl)phosphanamine C1(CCCC1)NP(C1=CC(=CC=C1)[Si](CCCC)(CCCC)CCCC)C1=CC(=CC=C1)[Si](CCCC)(CCCC)CCCC